CN1N=C(C(=C1)C1=NN=C(C2=CC=CC=C12)NCC1CC12CCN(CC2)CC2CCOCC2)C 4-(1,3-dimethylpyrazol-4-yl)-N-[[6-(tetrahydropyran-4-ylmethyl)-6-azaspiro[2.5]octan-2-yl]methyl]phthalazin-1-amine